FC=1C=C(C=2N(C1)C(=CN2)C2=NN(C1=C2C=NC(=C1)C(=O)N1CCOCCC1)CO)F [3-(6,8-difluoro-imidazo[1,2-a]pyridin-3-yl)-1-hydroxymethyl-1H-pyrazolo[4,3-c]pyridin-6-yl]-1,4-oxaazepan-4-yl-methanone